F\C(\C(=O)OC)=C/C1=CC=C2C=NNC2=C1F Methyl (Z)-2-fluoro-3-(7-fluoro-1H-indazol-6-yl)acrylate